The molecule is a tetrapeptide composed of L-alanine, L-valine, L-aspartic acid, and L-histidine joined in sequence by peptide linkages. It has a role as a metabolite. It derives from a L-alanine, a L-valine, a L-aspartic acid and a L-histidine. C[C@@H](C(=O)N[C@@H](C(C)C)C(=O)N[C@@H](CC(=O)O)C(=O)N[C@@H](CC1=CN=CN1)C(=O)O)N